COC1=CC2=C(C(=N[C@@H](C(N2C)=O)NC([C@@H]([C@@H](C(=O)N)CCC(F)(F)F)CCC(F)(F)F)=O)C2=CC=CC=C2)C=C1 (2R,3S)-N-((3S)-8-methoxy-1-methyl-2-oxo-5-phenyl-2,3-dihydro-1H-1,4-benzodiazepin-3-yl)-2,3-bis(3,3,3-trifluoropropyl)succinamide